dihydroxydipropyldiselenide OC(CC[SeH-](=[Se])CCC)O